(7S)-7-tert-butyl-N-[(1R)-1-[3-(2,8-diazaspiro[3.5]nonane-2-carbonyl)phenyl]-3-(4-hydroxy-1-piperidyl)propyl]-5,6,7,8-tetrahydrothiazolo[5,4-b]quinoline-2-carboxamide C(C)(C)(C)[C@@H]1CC=2C=C3C(=NC2CC1)SC(=N3)C(=O)N[C@H](CCN3CCC(CC3)O)C3=CC(=CC=C3)C(=O)N3CC1(C3)CCCNC1